(1r,4r)-5-(2-bromo-3-fluoroisonicotinylamino)-2,5-diazabicyclo[2.2.1]heptane-2-carboxylate BrC=1C(=C(CNN2[C@H]3CN([C@@H](C2)C3)C(=O)[O-])C=CN1)F